1-ethyl-4-aminopyrazole C(C)N1N=CC(=C1)N